C1(CC1)COC1=C(C=C(C=C1)S(=O)(=O)C)C=1C=C(C(N(C1)C)=O)F 5-[2-(cyclopropylmethoxy)-5-methylsulfonylphenyl]-3-fluoro-1-methylpyridin-2-one